N-((1-((3',5'-dichloro-5-(((4-(piperazin-1-yl)phenyl)amino)methyl)-[1,1'-biphenyl]-3-yl)methyl)piperidin-4-yl)methyl)formamide ClC=1C=C(C=C(C1)Cl)C1=CC(=CC(=C1)CNC1=CC=C(C=C1)N1CCNCC1)CN1CCC(CC1)CNC=O